NCCCC(=O)NC[C@@H]([C@H]([C@@H]([C@@H](CO)O)O)O)O 4-amino-N-((2s,3r,4r,5r)-2,3,4,5,6-pentahydroxyhexyl)butyramide